Cl.N1N=CC(=C1)C=1C=CC(=C(C1)O)C1=NC=C(N=C1)OC1CC(NC(C1)(C)C)(C)C 5-(1H-pyrazol-4-yl)-2-{5-[(2,2,6,6-tetramethylpiperidin-4-yl)oxy]pyrazin-2-yl}phenol-Hydrochlorid